N-(5-((4,4-Difluorocyclohexyl)oxy)-2,3-dihydrobenzofuran-7-yl)-6-oxo-piperidine-3-carboxamide FC1(CCC(CC1)OC=1C=C(C2=C(CCO2)C1)NC(=O)C1CNC(CC1)=O)F